(2R,3R,4R,5S)-2-methyl-1-phenethylpiperidine-3,4,5-triol C[C@H]1N(C[C@@H]([C@H]([C@@H]1O)O)O)CCC1=CC=CC=C1